C1(CCC1)CN[C@H]1CN(CCC1)C=1C=CC(=NC1)C(C)NC(=O)C=1N=C2N(C(C1)=O)C=CC=C2 N-[1-[5-[(3R)-3-(cyclobutylmethylamino)-1-piperidyl]-2-pyridyl]ethyl]-4-oxo-pyrido[1,2-a]pyrimidine-2-carboxamide